NC1=NC=2C=CC(=CC2C2=C1COC2)C(=O)N2C[C@@H](OC[C@@H]2C2=NC=C(C=C2)C(F)(F)F)C (4-amino-1,3-dihydrofuro[3,4-c]quinolin-8-yl)-[(2S,5S)-2-methyl-5-[5-(trifluoromethyl)-2-pyridyl]morpholin-4-yl]methanone